chlorophenyl-4-pyrone ClC1=C(OC=CC1=O)C1=CC=CC=C1